N[C@@]1(CSCC1)COC=1C=C(C=C(C1C#N)SC)C1=CN=C2N1C(=CC=C2)C#N (R)-3-(3-((3-aminotetrahydrothiophene-3-yl)methoxy)-4-cyano-5-(methylthio)phenyl)imidazo[1,2-a]pyridine-5-carbonitrile